pyridinethione copper [Cu].N1C(C=CC=C1)=S